5-(5-(4-chlorophenyl)-1-(2,4-dichlorophenyl)-4-methyl-1H-pyrazole-3-carboxamido)picolinic acid ClC1=CC=C(C=C1)C1=C(C(=NN1C1=C(C=C(C=C1)Cl)Cl)C(=O)NC=1C=CC(=NC1)C(=O)O)C